ClC1=C2C(=NC=C1)N(C=C2C2=NC(=NC=C2)C)COCC[Si](C)(C)C 2-[[4-chloro-3-(2-methylpyrimidin-4-yl)pyrrolo[2,3-b]pyridin-1-yl]methoxy]ethyl-trimethyl-silane